FC1=C(C(=O)NC2=C(C=CC=C2)O)C(=CC=C1)F 2,6-difluoro-N-(2-hydroxyphenyl)benzamide